(E)-1-(3-(3-methoxy-4-((4-(trifluoromethyl)benzyl)oxy)phenyl)acrylamido)cyclopentane-1-carboxylic acid COC=1C=C(C=CC1OCC1=CC=C(C=C1)C(F)(F)F)/C=C/C(=O)NC1(CCCC1)C(=O)O